ClC=1C=C2CCC[C@]3(C2=CC1)CN(C1=C(OC3)C=CC=C1)C[C@H]1[C@@H](CC1)[C@@H]1OCC[C@](C1)(C=C)O (S)-6'-chloro-5-(((1R,2R)-2-((2R,4S)-4-hydroxy-4-vinyltetrahydro-2H-pyran-2-yl)cyclobutyl)methyl)-3',4,4',5-tetrahydro-2H,2'H-spiro[benzo[b][1,4]oxazepine-3,1'-naphthalene]